C12(CC(C1)C2)C2(CCNCC2)NS(=O)(=O)C2=CC=C(C=C2)OC(F)(F)F N-(4-(bicyclo[1.1.1]pentan-1-yl)piperidin-4-yl)-4-(trifluoromethoxy)benzene-sulfonamide